C1(CC1)[C@H]1CN(CCN1)CC1=CC(=C2CN(C(C2=C1)=O)C1=CC(=CC=C1)C1(CC(C1)(F)F)CC1=NN=CN1C)C(F)(F)F (S)-6-((3-cyclopropylpiperazin-1-yl)methyl)-2-(3-(3,3-difluoro-1-((4-methyl-4H-1,2,4-triazol-3-yl)methyl)cyclobutyl)phenyl)-4-(trifluoromethyl)isoindolin-1-one